trimethyl-benzoyl-diphenyl-oxygen phosphorus [P].CC=1C(=C(C(=C(C1)OC1=CC=CC=C1)C(C1=CC=CC=C1)=O)C)C